BrC1=CC=C2C(=CC(OC2=C1)=O)C1=C(C=CC=C1C)C 7-bromo-4-(2,6-dimethylphenyl)-2H-chromen-2-one